methyl 4-[[5-[5-(2-hydroxy-2-methyl-propoxy)-2-methyl-4-pyridyl]pyrazolo[1,5-a]pyridin-2-yl]amino]-2-methoxy-benzoate OC(COC=1C(=CC(=NC1)C)C1=CC=2N(C=C1)N=C(C2)NC2=CC(=C(C(=O)OC)C=C2)OC)(C)C